ClC=1C=2C(NC(C1C1=NC3=C(N1)C=C(C=C3)OC)=O)=CN(N2)CC 7-chloro-2-ethyl-6-(6-methoxy-1H-benzo[d]imidazol-2-yl)-2H-pyrazolo[4,3-b]pyridin-5(4H)-one